C[Si](OC(O[Si](C)(C)C)[SiH2]C=CC1=CC=CC=C1)(C)C [bis(trimethylsiloxy)methylsilyl]styrene